C1(=CC=CC=C1)C1=CC(=NC2=C3N=C(C=C(C3=CC=C12)C1=CC=CC=C1)C)C 4,7-diphenyl-2,9-dimethyl-1,10-phenanthroline